ClC=1C=C(C=CC1Cl)NC(=O)N1C2CCC1CC=1C(=NC=CC12)F N-(3,4-dichlorophenyl)-1-fluoro-6,7,8,9-tetrahydro-5H-5,8-epiminocyclohepta[c]pyridine-10-carboxamide